C1[C@H](NC(=S)S1)C(=O)O (4R)-(-)-2-Thioxo-4-thiazolidinecarboxylic acid